3-((2,4-difluorobenzyl)oxy)-8,9,9a,10-tetrahydropyrimido[6',1':2,3]imidazo[1,5-c][1,3]oxazin-1(6H)-one FC1=C(COC2=NC(N3C(N4COCCC4C3)=C2)=O)C=CC(=C1)F